lauric acid methyl ester COC(CCCCCCCCCCC)=O